CC=1C=C(C(=NC1)[C@@H]1CC(=NO1)OC1CC(C1)NS(=O)(=O)C)C1=C(C=C(C=C1F)F)F N-[(1s,3r)-3-({(5S)-5-[5-methyl-3-(2,4,6-trifluorophenyl)pyridin-2-yl]-4,5-dihydro-1,2-oxazol-3-yl}oxy)cyclobutyl]methanesulfonamide